(R)-2-(1-(3-chlorophenyl)-1H-pyrazol-3-yl)-N-(5-cyclopropyl-1H-pyrazol-3-yl)propanamide ClC=1C=C(C=CC1)N1N=C(C=C1)[C@H](C(=O)NC1=NNC(=C1)C1CC1)C